2-amino-2'-O,4'-C-methylene adenosine-3'-phosphate P(=O)(O)(O)O[C@H]1[C@@H]2[C@@H](O[C@@]1(CO)CO2)N2C=NC=1C(N)=NC(=NC21)N